((1R,2S)-1'-(tert-butoxycarbonyl)-5'-methoxy-2'-oxospiro[cyclopropan-1,3'-indolin]-2-yl)-3-((5-chloropyrimidin-4-yl)amino)-1H-indazole-1-carboxylic acid tert-butyl ester C(C)(C)(C)OC(=O)N1N=C(C2=C(C=CC=C12)[C@@H]1C[C@@]12C(N(C1=CC=C(C=C21)OC)C(=O)OC(C)(C)C)=O)NC2=NC=NC=C2Cl